3-(difluoromethoxy)-4-methanesulfonylphenol FC(OC=1C=C(C=CC1S(=O)(=O)C)O)F